FC1=CC(=CC(=N1)C1(CCC1)O)NC(C1=CC=CC=C1)(C1=CC=CC=C1)C1=CC=CC=C1 1-[6-fluoro-4-(tritylamino)-2-pyridyl]cyclobutanol